CC=1C=C2C=NN(C2=CC1N)C1OCCCC1 5-methyl-1-(tetrahydro-2H-pyran-2-yl)-1H-indazol-6-amine